C1(CC1)CNC(C(=O)N)C 2-(cyclopropylmethylamino)propanamide